C1(CCCC1)[C@@H]1CN(C[C@H]1OC=1C=C2CN(C(C2=CC1)=O)[C@@H]1C(NC(CC1)=O)=O)C(=O)OCC1=CC=CC=C1 |o1:5,9| Benzyl (3R*,4S*)-3-cyclopentyl-4-((2-((S)-2,6-dioxopiperidin-3-yl)-1-oxoisoindolin-5-yl)oxy)pyrrolidine-1-carboxylate